trans-2,3-dimethylpiperazine C[C@@H]1NCCN[C@H]1C